2,6-dichloro-4-(2,2,2-trifluoroethyl)pyridine ClC1=NC(=CC(=C1)CC(F)(F)F)Cl